4,6-dichloro-methylpyridazine ClC1=C(N=NC(=C1)Cl)C